BrC=1C=C2C=CC(=NC2=CC1)C1CCN(CC1)C(=O)OC(C)(C)C tert-butyl 4-(6-bromoquinolin-2-yl)piperidine-1-carboxylate